2-(tert-butoxycarbonyl)-6-(1-(tetrahydro-2H-pyran-2-yl)-1H-pyrazole-4-carbonyl)-2,6-diazaspiro[3.4]octane-8-carboxylic acid C(C)(C)(C)OC(=O)N1CC2(C1)CN(CC2C(=O)O)C(=O)C=2C=NN(C2)C2OCCCC2